3-(5-(aminomethyl)-1-oxo-isoindolin-2-yl)piperidine-2,6-dione hydrochloride Cl.NCC=1C=C2CN(C(C2=CC1)=O)C1C(NC(CC1)=O)=O